C(C1=CC=CC=C1)O[C@@H]1[C@H]([C@H](OC2=CC=C(C=C2)OC)O[C@@H]([C@H]1O[C@H]1[C@H](O)[C@@H](OCC2=CC3=CC=CC=C3C=C2)[C@H](O)[C@H](O1)CO)COCC1=CC=CC=C1)N1C(C2=CC=CC=C2C1[O-])[O-] 4-methoxyphenyl 3,6-di-O-benzyl-2-deoxy-2-(1,3-dioxido-1,3-dihydro-2H-isoindol-2-yl)-4-O-{3-O-[(naphthalen-2-yl) methyl]-β-D-glucopyranosyl}-β-D-glucopyranoside